ClC=1C=C(C=CC1F)N(C(=O)N1CCOCC1)CC1=NC=C(C=C1)C(=O)NN N-(3-chloro-4-fluorophenyl)-N-((5-(hydrazinecarbonyl)pyridin-2-yl)methyl)morpholine-4-carboxamide